PENTYLCYCLOPENTAN-1-ONE C(CCCC)C1C(CCC1)=O